1-(4,4-Dimethyl-3-methylpent-1-ynyl)-4-methoxybenzene CC(C(C#CC1=CC=C(C=C1)OC)C)(C)C